ClC1=CC=2N(C(N(CC2C=N1)C1=C(C(=CC(=C1Cl)OC)OC)Cl)=S)C1CCCC1 7-chloro-1-cyclopentyl-3-(2,6-dichloro-3,5-dimethoxyphenyl)-3,4-dihydropyrido[4,3-d]pyrimidine-2(1H)-thione